BrC1=CC=CC(=N1)NC(=O)NCCCCCl 1-(6-bromopyridin-2-yl)-3-(4-chlorobutyl)urea